tert-Butyl (S)-(3-bromo-2-(2-((tert-butoxycarbonyl)amino)propyl)-5-cyanothieno[3,2-b]pyridin-7-yl)(furan-2-ylmethyl)carbamate BrC1=C(SC=2C1=NC(=CC2N(C(OC(C)(C)C)=O)CC=2OC=CC2)C#N)C[C@H](C)NC(=O)OC(C)(C)C